triallylbenzoate C(C=C)C1=C(C(=C(C(=O)[O-])C=C1)CC=C)CC=C